FC(S(=O)(=O)[O-])(F)F.OC=1C=CC(=C2C=CC=NC12)C=CC1=[N+](C2=C(C=CC=C2C=C1)OC)C 2-[2-(8-Hydroxyquinolin-5-yl)-vinyl]-8-methoxy-1-methylquinolinium trifluoromethanesulfonate